CS(=O)(=O)C1=C(C=CC=C1)C=1C=CC[C@H]2C1OCCN2 (4S,4aS)-8-(2-(methylsulfonyl)phenyl)-1,2,4a,5-tetrahydro-4H-benzo[b][1,4]oxazin